C(C)(C)(C)OC(N[C@@H](COCCCCNC(=O)OCC1=CC=CC=C1)C)=O N-[(1R)-2-[4-(benzyloxycarbonylamino)butoxy]-1-methyl-ethyl]carbamic acid tert-butyl ester